tert-butyl (3R)-3-(3-chloro-5-methyl-7H-pyrrolo[2,3-c]pyridazin-7-yl)piperidine-1-carboxylate ClC1=CC2=C(N=N1)N(C=C2C)[C@H]2CN(CCC2)C(=O)OC(C)(C)C